C(C)(C)(C)C1=CC=C(C=C1)NC1CCC(CC1)CNC(OC(C)(C)C)=O tert-butyl ((4-((4-(tert-butyl)phenyl)amino)cyclohexyl)methyl)carbamate